COC1=CC=C(C(=O)[Ge](CC)(CC)C(C2=CC=C(C=C2)OC)=O)C=C1 bis(4-methoxybenzoyl)di-ethylgermanium